BrC=1C(=C(C=CC1)S(=O)(=O)CC1CC1)C bromo-1-(cyclopropylmethylsulfonyl)-2-methyl-benzene